N(=[N+]=[N-])CC1=CC=C(C=N1)NC(C(=O)O)CC=O ((6-(azidomethyl)pyridin-3-yl)amino)-4-oxobutanoic acid